C[Pt](C)(C)I (TRIMETHYL)PLATINUM IODIDE